C(CCNC([C@H](O)C(C)(C)CO)=O)(=O)O.[Ca] calcium (Pantothenic acid)